3-(3-aminophenyl)propenamide NC=1C=C(C=CC1)C=CC(=O)N